CC=1C=C2C=C(NC2=CC1C(=O)NC1(CC1)C1=CC=CC2=CC=CC=C12)C1=NC=CC=C1 5-Methyl-N-(1-(naphthalen-1-yl)cyclopropyl)-2-(pyridin-2-yl)-1H-indole-6-carboxamide